C(C)(C)C=1C=CC2=C(N=C(O2)C2=CC=CC=C2)C1 5-(isopropyl)-2-phenylbenzoxazole